C1(=CC=CC=C1)S(=O)(=O)NC(=O)C=1C(=NC(=CC1)N1N=C(C=C1)O[C@H]1[C@@H](C1)C(F)(F)F)N1C(C[C@@H](C1)C)(C)C N-(benzenesulfonyl)-6-[3-[(trans)-2-(trifluoromethyl)cyclopropoxy]pyrazol-1-yl]-2-[(4S)-2,2,4-trimethylpyrrolidin-1-yl]pyridine-3-carboxamide